C1(=CC=CC=C1)C1=NC=CC2=CC=CC=C12.C1(=CC=CC=C1)C1=NC=CC2=CC=CC=C12.[Ir+3] iridium (III) bis(phenylisoquinoline)